5-bromo-3-isopropyl-2-methyl-pyrazolo[3,4-c]pyridine BrC1=CC=2C(C=N1)=NN(C2C(C)C)C